FC1(CC(C1)NC(=O)C=1C=NN2C1C=C(C=C2)C2=CNC=1N=C(N=CC12)N[C@@H](C(F)(F)F)C)F (R)-N-(3,3-difluorocyclobutyl)-5-(2-((1,1,1-trifluoropropan-2-yl)amino)-7H-pyrrolo[2,3-d]pyrimidin-5-yl)pyrazolo[1,5-a]pyridine-3-carboxamide